5'-(benzo[d]oxazol-2-yl)-4,4''-bis(3,6-di-tert-butyl-9H-carbazol-9-yl)-3',6'-bis(5H-pyrido[3,2-b]indol-5-yl)-[1,1':2',1''-terphenyl]-4'-carbonitrile O1C(=NC2=C1C=CC=C2)C2=C(C(=C(C(=C2N2C1=C(C=3C=CC=CC23)N=CC=C1)C1=CC=C(C=C1)N1C2=CC=C(C=C2C=2C=C(C=CC12)C(C)(C)C)C(C)(C)C)C1=CC=C(C=C1)N1C2=CC=C(C=C2C=2C=C(C=CC12)C(C)(C)C)C(C)(C)C)N1C2=C(C=3C=CC=CC13)N=CC=C2)C#N